N1=CC=CC2=CC(=CC=C12)C(=O)N1C(OCC1)=O 3-(quinoline-6-carbonyl)oxazolidin-2-one